N(=[N+]=[N-])CCOC1=CC=C(C2=C(C=CC=C12)O)C=O 4-(2-azidoethoxy)-8-hydroxynaphthalene-1-carbaldehyde